FC1=C(C=C(C=C1)OCC(CCC)CCC)C(CCN[C@@H](C)C1=CC=CC=C1)=O (S)-1-(2-fluoro-5-((2-propylpentyl)oxy)phenyl)-3-((1-phenylethyl)amino)propan-1-one